2-Chloro-3-[methoxy(methyl)amino]-4-methylsulfonyl-benzoic acid ClC1=C(C(=O)O)C=CC(=C1N(C)OC)S(=O)(=O)C